C1NCC12N(CCNC2)C(=O)[O-] 2,5,8-triazaspiro[3.5]nonane-5-carboxylate